8-chloro-2-((4-(trifluoromethyl)pyridin-2-yl)oxy)quinoline ClC=1C=CC=C2C=CC(=NC12)OC1=NC=CC(=C1)C(F)(F)F